C(CN([C@@H](CCC(N)=O)C(=O)O)CC(=O)[O-])(=O)[O-] glutamine diacetate